4-[(3-chloro-4-fluorophenyl)amino]-6-{1-[(methoxymethyl)carbonyl]-piperidine-4-yloxy}-7-methoxy-quinazoline ClC=1C=C(C=CC1F)NC1=NC=NC2=CC(=C(C=C12)OC1CCN(CC1)C(=O)COC)OC